(R)-N-((5-bromopyridin-2-yl)methyl)-1-(pyrimidin-2-yl)ethan-1-amine BrC=1C=CC(=NC1)CN[C@H](C)C1=NC=CC=N1